BrC1=CC(=CN1S(=O)(=O)C1=CC(=CC=C1)F)CN(C(OC(C)(C)C)=O)C tert-butyl ((5-bromo-1-(3-fluorobenzenesulfonyl)-1H-pyrrol-3-yl)methyl)(methyl)carbamate